CC(CCC(=O)O)CC=C 4-methyl-6-heptenoic acid